2-(4-(2,5,8,11-tetraoxa-tridec-13-yloxy)phenyl)ethylamine COCCOCCOCCOCCOC1=CC=C(C=C1)CCN